(S)-4-(2-((Difluoromethoxy)methyl)-4-(4-(trifluoromethyl)benzyl)piperazin-1-yl)benzoic acid FC(OC[C@H]1N(CCN(C1)CC1=CC=C(C=C1)C(F)(F)F)C1=CC=C(C(=O)O)C=C1)F